C(C)(C)(C)OC(=O)N[C@@H]([C@H](O)C)C(=O)ON1C(CCC1=O)=O 2,5-dioxopyrrolidin-1-yl (tert-butoxycarbonyl)-L-threoninate